tert-Butyl 2-methyl-3-oxo-1,4,5,7-tetrahydropyrazolo[3,4-c]pyridine-6-carboxylate CN1NC=2CN(CCC2C1=O)C(=O)OC(C)(C)C